[B].[B].C1=CC=CC=C1 benzene diboron